6-bromo-2-hydroxy-3-methyl-1,2-benzoxaborinine BrC=1C=CC2=C(C=C(B(O2)O)C)C1